C(#N)[C@H](CCSC)NC(=O)[C@@H]1[C@H]2C([C@H]2CN1C([C@H](C(C)(C)C)NC(C(F)(F)F)=O)=O)(C)C (1R,2S,5S)-N-((S)-1-Cyano-3-(methylthio)propyl)-3-((S)-3,3-dimethyl-2-(2,2,2-trifluoroacetamido)butanoyl)-6,6-dimethyl-3-azabicyclo[3.1.0]hexane-2-carboxamide